C1NCC12CC(C2)CNC=2C=C1C(N(C(C1=CC2)=O)C2C(NC(CC2)=O)=O)=O 5-(2-Azaspiro[3.3]heptan-6-ylmethylamino)-2-(2,6-dioxo-3-piperidyl)isoindoline-1,3-dione